C(C)(C)(C)OC(NCC1=C(C=CC(=C1)CN1C(NC(C2=C1C(=CN2)C)=O)=S)Cl)=O (2-chloro-5-((7-methyl-4-oxo-2-thioxo-2,3,4,5-tetrahydro-1H-pyrrolo[3,2-d]pyrimidin-1-yl)methyl)benzyl)carbamic acid tert-butyl ester